C(C)(C)(C)C1C(CCC(C1)C(C)(C)C)=O 2,4-Di(tert-butyl)-Cyclohexan-1-on